[C@H]12COC[C@H](CC(C1)C1=C(C3=C(N=NC(=C3)C3=C(C=CC=C3)O)N1)C(C(F)F)O)N2 2-(6-((1R,5S,7r)-3-oxa-9-azabicyclo[3.3.1]nonan-7-yl)-5-(2,2-difluoro-1-hydroxyethyl)-7H-pyrrolo[2,3-c]pyridazin-3-yl)phenol